3-chloro-N1-(3-fluoro-5-(trifluoromethyl)benzyl)benzene-1,4-diamine ClC=1C=C(C=CC1N)NCC1=CC(=CC(=C1)C(F)(F)F)F